2',6'-Dihydroxy-4'-prenyloxychalcone OC1=C(C(/C=C/C2=CC=CC=C2)=O)C(=CC(=C1)OCC=C(C)C)O